(S)-2-amino-3-(4-((4-(cyclopropylamino)-5-(trifluoromethyl)pyrimidin-2-yl)amino)-3-methoxyphenyl)-N-methylpropylamine N[C@H](CNC)CC1=CC(=C(C=C1)NC1=NC=C(C(=N1)NC1CC1)C(F)(F)F)OC